Cl.C1NCC2=CC(=CC=C12)CN1CCN(CC1)C(=O)OCC1=CC=CC=C1 benzyl 4-(isoindolin-5-ylmethyl)piperazine-1-carboxylate hydrochloride